BrCC(=O)C1=CC=C(S1)CNC(C(C)(C)C)=O N-((5-(2-bromoacetyl)thiophen-2-yl)methyl)pivalamide